C(C)(C)(C)OCCOC1=C(C=C(OC1=O)C(=O)NC=1SC(=NN1)N1N=CC=C1NC(C)=O)I 5-[2-(tert-butoxy)ethoxy]-N-[5-(5-acetamidopyrazol-1-yl)-1,3,4-thiadiazol-2-yl]-4-iodo-6-oxopyran-2-carboxamide